methylstearic acid CC(C(=O)O)CCCCCCCCCCCCCCCC